4-(4-amino-6-(4-methacrylamido-phenyl)-7-methyl-7H-pyrrolo[2,3-d]pyrimidin-5-yl)-2-methoxy-N-(tetrahydrofuran-3-yl)benzamide NC=1C2=C(N=CN1)N(C(=C2C2=CC(=C(C(=O)NC1COCC1)C=C2)OC)C2=CC=C(C=C2)NC(C(=C)C)=O)C